2-([1-[(2-chlorophenyl)methyl]-5-[3-(methylamino)phenyl]-1H-pyrazol-3-yl]-methoxy)-2-methylpropanoic acid ClC1=C(C=CC=C1)CN1N=C(C=C1C1=CC(=CC=C1)NC)COC(C(=O)O)(C)C